O1C(=CC=C1)CCCC(=O)O 4-(furan-2-yl)butyric acid